C(C1=CC=CC=C1)NCC(O)C1=CC=C(C=C1)F 2-(Benzylamino)-1-(4-fluorophenyl)ethan-1-ol